4-(4-bromo-2-methylphenoxy)-3-chlorophenol BrC1=CC(=C(OC2=C(C=C(C=C2)O)Cl)C=C1)C